C1=CC=C2C(=C1)C=CC=C2O The molecule is a naphthol carrying a hydroxy group at position 1. It has a role as a genotoxin and a human xenobiotic metabolite.